Cesium perfluoro-glutarate FC(C(=O)[O-])(C(C(C(=O)[O-])(F)F)(F)F)F.[Cs+].[Cs+]